ClC1=NC(=NC(=C1)C1=C(C=CC=C1)C)NS(=O)(=O)C=1C=C(C(=O)O)C=CC1 3-(N-(4-Chloro-6-(o-tolyl)pyrimidin-2-yl)sulfamoyl)benzoic acid